(S)-1-phenyl-3-butene-1-ol C1(=CC=CC=C1)[C@H](CC=C)O